2-(7-((2s,5r)-4-(1-(6-(difluoromethoxy)pyridin-3-yl)ethyl)-2,5-diethylpiperazin-1-yl)-4-methyl-5-oxo-4,5-dihydro-2H-pyrazolo[4,3-b]pyridin-2-yl)acetonitrile FC(OC1=CC=C(C=N1)C(C)N1C[C@@H](N(C[C@H]1CC)C=1C=2C(N(C(C1)=O)C)=CN(N2)CC#N)CC)F